BrC1=NN(C(=C1C(=O)OCC)Br)CC1(COC(OC1)(C)C)C ethyl 3,5-dibromo-1-((2,2,5-trimethyl-1,3-dioxan-5-yl)methyl)-1H-pyrazole-4-carboxylate